(methylcyclopentadienyl)-(t-butylcyclopentadienyl)zirconium dichloride [Cl-].[Cl-].CC1(C=CC=C1)[Zr+2]C1(C=CC=C1)C(C)(C)C